CN(C)CC1=CC(=CC(=C1)C)C N,N-dimethyl-3,5-dimethylbenzylamine